OCC1(CCC2(OCCO2)CC1)CO [8-(hydroxymethyl)-1,4-dioxaspiro[4.5]dec-8-yl]methanol